(3'R,4'S,5'R,6'R)-6'-(hydroxymethyl)-6-methoxy-4'-(4-(3,4,5-trifluorophenyl)-1H-1,2,3-triazol-1-yl)-3',4',5',6'-tetrahydrospiro[chromane-2,2'-pyran]-3',5'-diol OC[C@@H]1[C@@H]([C@@H]([C@H](C2(O1)OC1=CC=C(C=C1CC2)OC)O)N2N=NC(=C2)C2=CC(=C(C(=C2)F)F)F)O